6-isopropyl-5-methoxypyridine-3-carbaldehyde C(C)(C)C1=C(C=C(C=N1)C=O)OC